FC(C(=O)O)(F)F.CNCC=1C=NN(C1)CC=1C=NC(=CC1)C(F)(F)F N-methyl-1-(1-((6-(trifluoromethyl)pyridin-3-yl)methyl)-1H-pyrazol-4-yl)methylamine trifluoroacetate